ClC=1SC(=CC1C(=O)N[C@H](C(=O)NC=1C(N(C=CC1)CC(=O)NC12CC3(CC(CC(C1)(C3)C)(C2)C)C)=O)CCC(C(=O)NC)=O)Cl (S)-2-(2,5-dichlorothiophene-3-carboxamido)-N1-(1-(2-(3,5,7-trimethyl-1-adamantylamino)-2-oxoethyl)-2-oxo-1,2-dihydropyridin-3-yl)-N6-methyl-5-oxohexanediamide